C(C1=CC=CC=C1)(=O)OCCOCCOCCOCCN(C(OC(C)(C)C)=O)C[C@H](C(=O)NC=1C=C2C=CN=CC2=CC1)C1=CC=CC=C1 (R)-5-(3-(isoquinolin-6-ylamino)-3-oxo-2-phenylpropyl)-2,2-dimethyl-4-oxo-3,8,11,14-tetraoxa-5-azahexadecane-16-yl benzoate